C=C(C(=O)OCC1C2=CC=CC=C2C=2C=CC=CC12)CC(=O)OC1(CCC1)C1=CC(=CC(=C1)Cl)Cl 1-(9H-fluoren-9-yl)methyl 4-(1-(3,5-dichlorophenyl)cyclobutyl) 2-methylenesuccinate